(6-(4-fluoro-1H-pyrazol-1-yl)pyridazin-3-yl)(9-(4-methyl-6-((5-methyl-1H-pyrazol-3-yl)amino)pyrimidin-2-yl)-3-oxa-7,9-diazabicyclo[3.3.1]nonane-7-yl)methanone FC=1C=NN(C1)C1=CC=C(N=N1)C(=O)N1CC2COCC(C1)N2C2=NC(=CC(=N2)C)NC2=NNC(=C2)C